C(C)N1CC(CC1=O)C(=O)NCC1=CC=C(C=C1)NC1=CC=C(C=C1)CCCCC 1-Ethyl-5-oxo-N-(4-((4-pentylphenyl)amino)benzyl)pyrrolidine-3-carboxamide